FC1=CC=C(C=C1)[C@@](C)(C=1C=NC(=NC1)N1C(C(N(C(C1([2H])[2H])([2H])[2H])C1=NC=NN2C1=CC(=C2)C=2C=NN(C2)C)([2H])[2H])([2H])[2H])N (S)-1-(4-fluorophenyl)-1-(2-(4-(6-(1-methyl-1H-pyrazol-4-yl)pyrrolo[2,1-f][1,2,4]triazin-4-yl)piperazin-1-yl-2,2,3,3,5,5,6,6-d8)pyrimidin-5-yl)ethylamine